5-(4-cyclopropyl-6-methoxy-pyrimidin-5-yl)-7-methylsulfonyl-thiazolo[5,4-d]pyrimidine C1(CC1)C1=NC=NC(=C1C=1N=C(C2=C(N1)SC=N2)S(=O)(=O)C)OC